8-Methyl-N-[(oxan-4-yl)methyl]-2-[(pyridin-2-yl)methyl]-4,5-dihydro-2H-furo[2,3-g]indazol-7-carboxamid CC1=C(OC=2CCC3=CN(N=C3C21)CC2=NC=CC=C2)C(=O)NCC2CCOCC2